2-methyl-N-[(1R)-1-[6-methyl-4-oxo-2-(1-piperidyl)chromen-8-yl]ethyl]propane-2-sulfinamide CC(C)(C)S(=O)N[C@H](C)C=1C=C(C=C2C(C=C(OC12)N1CCCCC1)=O)C